N-methyl-6-(1-methyl-5-((4-phenylbutan-2-yl)carbamoyl)-1H-pyrazol-3-yl)-1H-indazole-3-carboxamide CNC(=O)C1=NNC2=CC(=CC=C12)C1=NN(C(=C1)C(NC(C)CCC1=CC=CC=C1)=O)C